C(C)OC1=CC(=NC(=C1)S(=O)(=O)C)NC1=CC(=NC=C1C1=NN(C=C1)C)NC(C)=O N-(4-((4-ethoxy-6-(methylsulfonyl)pyridin-2-yl)amino)-5-(1-methyl-1H-pyrazol-3-yl)pyridin-2-yl)acetamide